ClC=1C=C(C(=NC1)C=1CCCC2=C(C1C1=CC=C(C=C1)C=C1CN(C1)CCC(F)F)C=CC(=C2)C(=O)O)C(F)(F)F 8-(5-chloro-3-(trifluoromethyl)pyridin-2-yl)-9-(4-((1-(3,3-difluoropropyl)azetidin-3-ylidene)methyl)phenyl)-6,7-dihydro-5H-benzo[7]annulene-3-carboxylic acid